tert-Butyl (3-(3-formylbenzyl)phenyl)carbamate C(=O)C=1C=C(CC=2C=C(C=CC2)NC(OC(C)(C)C)=O)C=CC1